FC1=C(C=CC(=C1)C)[C@H](C)NC(CN1N=C(C2=C(C1=O)N(N=C2)C2=CC=CC=C2)C(C)C)=O (S)-N-(1-(2-fluoro-4-methylphenyl)ethyl)-2-(4-isopropyl-7-oxo-1-phenyl-1,7-dihydro-6H-pyrazolo[3,4-d]pyridazin-6-yl)acetamide